(5R,6R)-5-Hydroxy-6-((S)-5H-imidazo[5,1-a]isoindol-5-yl)-N-methyl-5,6,7,8-tetrahydronaphthalen-2-carboxamid O[C@H]1C=2C=CC(=CC2CC[C@@H]1[C@@H]1N2C(C3=CC=CC=C13)=CN=C2)C(=O)NC